N-(5-(4,4-difluoropiperidin-1-yl)-[1,2,4]triazolo[4,3-c]pyrimidin-7-yl)-4-(2-hydroxyethylsulfonamido)-2-(6-azaspiro[2.5]octan-6-yl)benzamide FC1(CCN(CC1)C1=NC(=CC=2N1C=NN2)NC(C2=C(C=C(C=C2)NS(=O)(=O)CCO)N2CCC1(CC1)CC2)=O)F